COS(=O)(=O)C[C@@H]1C[C@H](C1)NC(=O)OC(C)(C)C trans-[3-(tert-butoxycarbonylamino)cyclobutyl]methanesulfonic acid methyl ester